2-(1-methyl-1H-pyrazol-4-yl)tetrahydro-2H-pyran CN1N=CC(=C1)C1OCCCC1